dimethyl-1,3-pentanediol CC(CC(CC)O)(O)C